ClC1=CSC2=C1NC(=C2)C(=O)N2[C@H]([C@H]1[C@@H](C2)CC(C1)(F)F)C(=O)N[C@@H](C[C@@H]1C(NCCC1)=O)C#N (1R,3aS,6aR)-2-(3-chloro-4H-thieno[3,2-b]pyrrole-5-carbonyl)-N-((S)-1-cyano-2-((R)-2-oxopiperidin-3-yl)ethyl)-5,5-difluorooctahydrocyclopenta[c]pyrrole-1-carboxamide